tert-butyl (1-(5-(3-cyano-6-hydroxypyrazolo[1,5-a]pyridin-4-yl)pyridin-2-yl)-4-methylpiperidin-4-yl)carbamate C(#N)C=1C=NN2C1C(=CC(=C2)O)C=2C=CC(=NC2)N2CCC(CC2)(C)NC(OC(C)(C)C)=O